C(C)(C)(C)OC(=O)N1C2(CC(C1)(C2)CO)C(=O)OC Methyl 2-(tert-butoxycarbonyl)-4-(hydroxymethyl)-2-azabicyclo[2.1.1]hexane-1-carboxylate